CC1=CC2CCC(C1)C2 3-methylbicyclo[3.2.1]-2-octene